O=C1N(C(C=C1)=O)CCCCCC(=O)N[C@@H](C(C)C)C(N[C@@H](C)C(NC1=CC=C(C=C1)C)=O)=O 6-(2,5-dioxo-2,5-dihydro-1H-pyrrol-1-yl)-N-[(1S)-2-methyl-1-{[(1S)-1-[(4-methylphenyl)carbamoyl]ethyl]carbamoyl}propyl]hexanamide